FC1=C(CC2=CC(OC3=C(C(=CC=C23)O)O)=O)C=C(C(=C1)F)F 4-(2,4,5-trifluoro-benzyl)-7,8-dihydroxycoumarin